6-(8-hydroxydecoxy)naphthalene-2-carboxylic acid OC(CCCCCCCOC=1C=C2C=CC(=CC2=CC1)C(=O)O)CC